5'-methyl-2-oxo-2H-[1,2'-bipyridyl] CC=1C=CC(=NC1)N1C(C=CC=C1)=O